CC1=NOC(=C1C=1C=NN2C1C=C(C=C2)C=2SC(=C(N2)OC(C)C)C(=O)OCC)C ethyl 2-[3-(3,5-dimethyl-isoxazol-4-yl)pyrazolo[1,5-a]pyridin-5-yl]-4-isopropoxy-thiazole-5-carboxylate